1-cyclohexyl-2-pyrrolidinone C1(CCCCC1)N1C(CCC1)=O